C(C1=CC=CC=C1)[C@H](NC([C@@H](NC([C@@H](NC(OCC1C2=CC=CC=C2C=2C=CC=CC12)=O)CC(C)C)=O)CCC(C=[N+]=[N-])=O)=O)C(NCCOCCOCCOCCOCCC(=O)OCC=C)=O Allyl (5S,8S,11S)-11-benzyl-8-(4-diazo-3-oxobutyl)-1-(9H-fluoren-9-yl)-5-isobutyl-3,6,9,12-tetraoxo-2,16,19,22,25-pentaoxa-4,7,10,13-tetraazaoctacosane-28-oate